C[C@@](C(=O)O)(O)[C@@H](O)[C@H](O)[C@H](O)C(=O)O methyl-D-glucaric acid